silolediamine [SiH]1(C(=CC=C1)N)N